The molecule is an organic cation that is the conjugate acid of 5-O-beta-D-mycaminosyl-20-oxotylactone, obtained by protonation of the tertiary amino group; major species at pH 7.3. It is an organic cation and an ammonium ion derivative. It is a conjugate acid of a 5-O-beta-D-mycaminosyl-20-oxotylonolide. CC[C@@H]1[C@H](/C=C(/C=C/C(=O)[C@@H](C[C@@H]([C@@H]([C@H]([C@@H](CC(=O)O1)O)C)O[C@H]2[C@@H]([C@H]([C@@H]([C@H](O2)C)O)[NH+](C)C)O)CC=O)C)\\C)C